C(C)(C)(C)OC(=O)N1CCN(C2=CC=CC(=C12)C)C1=CC2=C(N=C(N=C2)NC2=CC=C(C=C2)OCCN(C)C)N(C1=O)C1CC(C1)O 4-[2-[4-[2-(dimethylamino)ethoxy]anilino]-8-(3-hydroxycyclobutyl)-7-oxo-pyrido[2,3-d]pyrimidin-6-yl]-8-methyl-2,3-dihydroquinoxaline-1-carboxylic acid tert-butyl ester